LITHIUM (5-FLUOROPYRIDIN-2-YL)TRIHYDROXYBORATE FC=1C=CC(=NC1)[B-](O)(O)O.[Li+]